2-[(4,4-difluorocyclohexyl)methyl]-N-[4-[(R)-methylsulfinyl]pyridin-2-yl]indazole-3-carboxamide FC1(CCC(CC1)CN1N=C2C=CC=CC2=C1C(=O)NC1=NC=CC(=C1)[S@](=O)C)F